N=1C=CN2C1C(=CC=C2)OC2=CC(=C(N)C=C2)C 4-(imidazo[1,2-a]pyridin-8-yloxy)-2-methylaniline